4-(7-(4-chloro-2-fluorophenyl)imidazo[5,1-b]oxazol-5-yl)benzonitrile ClC1=CC(=C(C=C1)C=1N=C(N2C1OC=C2)C2=CC=C(C#N)C=C2)F